(S)-4-(2,8-dichloro-9-methyl-9H-pyrido[4',3':4,5]pyrrolo[2,3-d]pyrimidin-4-yl)-6-methyl-1,4-oxazepan-6-ol ClC=1N=C(C2=C(N1)N(C1=C2C=CN=C1Cl)C)N1CCOC[C@](C1)(O)C